Cl.FC1=CC=C(C=C1)NC1N(C(=NC(=N1)N)N1CCCC1)C1=CC=CC=C1 N-(4-Fluorophenyl)-N1-phenyl-6-pyrrolidin-1-yl-[1,3,5]triazine-2,4-diamine hydrochloride